[3-(difluoromethyl)azetidin-1-yl]-[(4S)-7,8-dichloro-6-(2,6-difluorophenyl)-4-methyl-4H-[1,2,4]triazolo[1,5-a][1,4]benzodiazepin-2-yl]methanone FC(C1CN(C1)C(=O)C1=NN2C([C@@H](N=C(C3=C2C=CC(=C3Cl)Cl)C3=C(C=CC=C3F)F)C)=N1)F